2-[2-[(2R,6R)-2,6-dimethylmorpholin-4-yl]-[1,2,4]triazolo[1,5-a]pyrimidin-5-yl]-3,5-dimethyl-phenol C[C@@H]1CN(C[C@H](O1)C)C1=NN2C(N=C(C=C2)C2=C(C=C(C=C2C)C)O)=N1